OC1(CC1)CCC[C@@H](C)[C@H]1CC[C@H]2[C@@H]3CC=C4C[C@H](CC[C@]4(C)[C@H]3CC[C@]12C)O 24-(hydroxycyclopropyl)cholan-6(5)-en-3β-ol